4-(3-bromophenyl)-2-phenylbenzo[4,5]thieno[3,2-d]pyrimidine BrC=1C=C(C=CC1)C=1C2=C(N=C(N1)C1=CC=CC=C1)C1=C(S2)C=CC=C1